5-bromo-2-hydroxy-3-((pyridin-3-ylimino)methyl)phenyl nicotinate C(C1=CN=CC=C1)(=O)OC1=C(C(=CC(=C1)Br)C=NC=1C=NC=CC1)O